2-[4-(cyclopropoxy)phenyl]-3-oxo-N-[rac-(1R)-1-[2-(1,2,4-triazol-1-yl)phenyl]ethyl]-6,8-dihydro-5H-imidazo[1,5-a]pyrazine-1-carboxamide C1(CC1)OC1=CC=C(C=C1)N1C(N2C(CNCC2)=C1C(=O)N[C@H](C)C1=C(C=CC=C1)N1N=CN=C1)=O |r|